ClC1=NC=CC(=C1)C1=CC=2C(N(CC3(C2N1)CCCC3)C(=O)OC(C)(C)C)=O tert-butyl 2'-(2-chloropyridin-4-yl)-4'-oxo-1',4'-dihydrospiro[cyclopentane-1,7'-pyrrolo[3,2-c]pyridine]-5'(6'H)-carboxylate